ClC1=C(C=CC=C1)C1=CC(=NC(=N1)C1=CC=CC=C1)C1=CC=C(C=C1)C1=CC(=CC=C1)C#N 4'-(6-(2-chlorophenyl)-2-phenylpyrimidin-4-yl)-[1,1'-biphenyl]-3-carbonitrile